3-((7-(5-methyl-1,2,4-oxadiazol-3-yl)isoquinolin-1-yl)amino)-N-(4-propoxypyrazolo[1,5-a]pyrazin-2-yl)propanamide CC1=NC(=NO1)C1=CC=C2C=CN=C(C2=C1)NCCC(=O)NC1=NN2C(C(=NC=C2)OCCC)=C1